(S)-3-chloro-4-((3,5-difluoropyridin-2-yl)methoxy)-2'-(2-(2-hydroxypropan-2-yl)thiazol-4-yl)-6-methyl-5'-(methyl-d3)-2H-[1,4'-bipyridin]-2-one ClC=1C(N(C(=CC1OCC1=NC=C(C=C1F)F)C)C1=CC(=NC=C1C([2H])([2H])[2H])C=1N=C(SC1)C(C)(C)O)=O